1-(2,4-Dichloro-phenyl)-5-[4-(5-hydroxy-pent-1-ynyl)-phenyl]-4-methyl-1H-pyrazole-3-carboxylic acid morpholin-4-ylamide N1(CCOCC1)NC(=O)C1=NN(C(=C1C)C1=CC=C(C=C1)C#CCCCO)C1=C(C=C(C=C1)Cl)Cl